2-(4-(dimethylamino)piperidin-1-yl)benzonitrile CN(C1CCN(CC1)C1=C(C#N)C=CC=C1)C